C(C)OC1=CC(=NC=C1C#N)CN1C(C2=CC(=CC(=C2CC1)C1=CC(=NC=C1F)C)CCN(C)CC)=O 4-ethoxy-6-((7-(2-(ethyl(methyl)amino)ethyl)-5-(5-fluoro-2-methylpyridin-4-yl)-1-oxo-3,4-dihydroisoquinolin-2(1H)-yl)methyl)nicotinonitrile